F[C@H]1[C@@H](O[C@@H]([C@H]([C@@H]1O)O)CO)N=[N+]=[N-] 2-Deoxy-2-fluoro-β-D-glucopyranosyl azide